tetramethylenebisquinuclidinium [N+]12(CCC(CC1)CC2)CCCC[N+]21CCC(CC2)CC1